sodium 2-(2-methoxyethoxy)ethoxide COCCOCC[O-].[Na+]